Cl.FC=1C=C(C=CC1F)C1(C[C@@H](NCC1)C)C(=O)OC methyl (2S)-4-(3,4-difluorophenyl)-2-methylpiperidine-4-carboxylate hydrochloride salt